F[C@H]1C[C@@H](CN(C1)C(=O)OC1=CC=C(C=C1)Cl)N1C(CCCC1)=O 4-chlorophenyl (3'S,5'S)-5'-fluoro-2-oxo[1,3'-bipiperidine]-1'-carboxylate